C(=O)(O)C1=CC=C(C[C@H](N)C(=O)O)C=C1 para-Carboxy-phenylalanin